4-(pentafluoro-λ6-sulfanyl)-N-[trans-4-{4-[3-(propan-2-yl)-[1,2,4]triazolo[4,3-a]pyrazin-6-yl]benzenesulfonyl}cyclohexyl]aniline FS(C1=CC=C(N[C@@H]2CC[C@H](CC2)S(=O)(=O)C2=CC=C(C=C2)C=2N=CC=3N(C2)C(=NN3)C(C)C)C=C1)(F)(F)(F)F